9,10-bis(tert-butyldiethylsiloxy)arachidic acid tetramethylammonium salt C[N+](C)(C)C.C(C)(C)(C)[Si](OC(CCCCCCCC(=O)[O-])C(CCCCCCCCCC)O[Si](CC)(CC)C(C)(C)C)(CC)CC